(E)-3-(4-(2-hydroxyethyl)(methyl)aminophenyl)acrolein OCCC1=CC(=C(C=C1)/C=C/C=O)NC